N-{(1S)-1-Cyclohexyl-2-[(5-fluoro-2-oxospiro[1H-indole-3,4'-oxane]-6-yl)amino]-2-oxoethyl}-2-methylpyrazole-3-carboxamide C1(CCCCC1)[C@@H](C(=O)NC1=C(C=C2C(=C1)NC(C21CCOCC1)=O)F)NC(=O)C=1N(N=CC1)C